COC=1C=C(C=CC1OC)C=1NC2=CC=C(C=C2C1C)C1CCN(CC1)C1CN(CC1)C1=CC=CC=C1 2-(3,4-dimethoxyphenyl)-3-methyl-5-(1-(1-phenylpyrrolidin-3-yl)piperidin-4-yl)-1H-indole